tert-butyl 4-(5-amino-4,6-dichloro-2-pyridyl)-3,6-dihydro-2H-pyridine-1-carboxylate NC=1C(=CC(=NC1Cl)C=1CCN(CC1)C(=O)OC(C)(C)C)Cl